FC1(CC(C1)C1=C(OC2(CC2)C(=O)NS(=O)(=O)C2=NC(=CC=C2)N2CC(C2)(C)O)C=C(C=C1)C)F 1-(2-(3,3-Difluorocyclobutyl)-5-methylphenoxy)-N-((6-(3-hydroxy-3-methylazetidin-1-yl)pyridin-2-yl)sulfonyl)cyclopropanecarboxamide